N(=C=O)C[Si](OCCC)(OCCC)OCCC isocyanatomethyl-tripropoxysilane